NC1=NC=NC=2N(C3=CC=C(C=C3C21)N(C)C)CC(=O)OCCCC butyl 2-(4-amino-6-(dimethylamino)-9H-pyrimido[4,5-b]indol-9-yl)acetate